L-glycyl-L-glutamine NCC(=O)N[C@@H](CCC(N)=O)C(=O)O